1-(4-(5-((4-amino-2-butoxyimidazo[2,1-f][1,2,4]triazin-7-yl)methyl)-3-chloropyridin-2-yl)piperazin-1-yl)prop-2-en-1-one NC1=NC(=NN2C1=NC=C2CC=2C=C(C(=NC2)N2CCN(CC2)C(C=C)=O)Cl)OCCCC